5-styryl-2-amino-1,3,4-thiadiazole C(=CC1=CC=CC=C1)C1=NN=C(S1)N